7-(5-chloro-2-(2-(5-cyano-2,8-dimethyl-4-oxo-6-(4-(2,2,2-trifluoroethyl)piperazin-1-yl)pyrido[3,4-d]pyrimidin-3(4H)-yl)ethoxy)phenyl)thieno[3,2-b]pyridine-3-carboxylic acid ClC=1C=CC(=C(C1)C1=C2C(=NC=C1)C(=CS2)C(=O)O)OCCN2C(=NC1=C(C2=O)C(=C(N=C1C)N1CCN(CC1)CC(F)(F)F)C#N)C